ClC=1N=C(C=2CCCCC2C1)N1C[C@H](O[C@H](C1)C)C (cis)-4-(3-chloro-5,6,7,8-tetrahydroisoquinolin-1-yl)-2,6-dimethylmorpholine